CN1N=CC(=C1)NC[C@H]1OCCCC1 methyl-N-{[(2S)-oxacyclohexan-2-yl]Methyl}-1H-pyrazol-4-amine